BrC=1C=CC(=C(C1)C(C)=O)O 5'-Bromo-2'-hydroxyacetophenone